[N+](=O)([O-])C1=CC=C(CC=2C(OC3=CC(=CC=C3C2C)OCCOC=2C(=[N+](ON2)[O-])S(=O)(=O)C2=CC=CC=C2)=O)C=C1 4-(2-(3-(4-nitrobenzyl)-4-methyl-2-oxo-2H-chromen-7-oxy)ethoxy)-3-(benzenesulfonyl)-1,2,5-oxadiazole-2-oxide